NC1=NC=NC=2N(C3=CC=C(C=C3C21)C(F)(F)F)CC(=O)N2[C@@H]1C[C@@H]1C[C@H]2C(=O)NC2=NC(=CC=C2C)Br (1R,3S,5R)-2-(2-(4-amino-6-(trifluoromethyl)-9H-pyrimido[4,5-b]indol-9-yl)acetyl)-N-(6-bromo-3-methylpyridin-2-yl)-2-azabicyclo[3.1.0]hexane-3-carboxamide